C(C)OC(=O)C1CCN(CC1)C1=NC(=C(N=C1Cl)I)CCC(C(F)(F)F)(F)F.BrC1=NC(=CC=C1F)C[N+](=O)[O-] 2-bromo-3-fluoro-6-(nitromethyl)pyridine ethyl-1-(3-chloro-5-iodo-6-(3,3,4,4,4-pentafluorobutyl)pyrazin-2-yl)piperidine-4-carboxylate